COC1=CC=C(C=CO[C@@H](C(=O)OC)C)C=C1 |r| (±)-methyl 2-((4-methoxystyryl)oxy)propanoate